tricyclo[7.5.0.02,7]tetradecane C12C3CCCCC3CC2CCCCC1